C(C)(C)(C)N(C([O-])=O)C1=CC(=NC=C1OCCN1CCN(CC1)C)NC(C)=O.[Ce].C1C=CC=C1.[CH-]1C=CC=C1.[Fe+2] ferrocenium cerium tert-butyl-(2-acetamido-5-(2-(4-methylpiperazin-1-yl)ethoxy)pyridin-4-yl)carbamate